methyl 5-fluoro-4-iodo-2-(N'-methyl-N'-phenylsulfamoyl)benzoate FC=1C(=CC(=C(C(=O)OC)C1)S(N(C1=CC=CC=C1)C)(=O)=O)I